di(Butoxyethyl)adipate C(CCC)OCCOC(CCCCC(=O)OCCOCCCC)=O